C(C)N(C(OC(C)(C)C)=O)C=1C=C(C=C2C(C(NC12)=O)(N1C[C@@H](CCC1)NC1=NC=C(C=C1)S(=O)(=O)F)C)F tert-butyl N-ethyl-N-[5-fluoro-3-methyl-2-OXO-3-[(3R)-3-[(5-fluorosulfonyl-2-pyridyl)amino]-1-piperidyl]indolin-7-yl]carbamate